ClCC(=O)N(C1=CC=C(C=C1)C1=CC=NO1)C(C(=O)NC1CCC(CC1)(F)F)C1=CN=NC=C1 2-chloro-N-(2-((4,4-difluorocyclohexyl)amino)-2-oxo-1-(pyridazin-4-yl)ethyl)-N-(4-(isoxazol-5-yl)phenyl)acetamide